C(C#C)NC(=O)C1CC1 N-(prop-2-yn-1-yl)cyclopropanecarboxamide